(S)-7-(5-bromo-2-(((3S,4R)-3-hydroxytetrahydro-2H-pyran-4-yl)amino)pyrimidin-4-yl)-9-fluoro-1,4-dimethyl-3,4-dihydrobenzo[4,5]imidazo[1,2-a]pyrimidin-2(1H)-one BrC=1C(=NC(=NC1)N[C@H]1[C@@H](COCC1)O)C1=CC2=C(N=C3N2[C@H](CC(N3C)=O)C)C(=C1)F